C1(CCCCC1)C1=CC(=NC=2N1N=C(C2)C(=O)OCC)C2=CC=CC=C2 ethyl 7-cyclohexyl-5-phenylpyrazolo[1,5-a]pyrimidine-2-carboxylate